ClC=1C=C(C=C(C1F)Cl)[C@@]1(CC(=NO1)C1=C2C(=C(S1)C(=O)NCC(=O)NCC(F)F)CCC2)C(F)(F)F (S)-3-(5-(3,5-dichloro-4-fluorophenyl)-5-(trifluoromethyl)-4,5-dihydroisoxazol-3-yl)-N-(2-((2,2-difluoroethyl)amino)-2-oxoethyl)-5,6-dihydro-4H-cyclopenta[c]thiophene-1-carboxamide